4-[4-cyano-6-[1-(2,2-difluoroethyl)pyrazol-4-yl]-2-methylindazol-3-yl]-2-(difluoromethoxy)-6-methoxybenzamide C(#N)C=1C2=C(N(N=C2C=C(C1)C=1C=NN(C1)CC(F)F)C)C1=CC(=C(C(=O)N)C(=C1)OC)OC(F)F